CC1=CC=C(C=C1)C1CC(=NN1C(CN1C(N(C2=C(C1=O)C(=CC=N2)OC)C)=O)=O)C=2SC=CC2 3-[2-[4,5-Dihydro-5-(4-methylphenyl)-3-(2-thienyl)-1H-pyrazol-1-yl]-2-oxoethyl]-5-methoxy-1-methylpyrido[2,3-d]pyrimidine-2,4(1H,3H)-dione